OC1=C(C(=O)O)C(=CC(=C1)O)CCCC 2,4-dihydroxy-6-butylbenzoic acid